N-(4-aminobutyl)-4-[[3-[4-(difluoromethoxy)phenyl]imidazo[1,2-a]pyrazin-8-yl]amino]-N,2-dimethylbenzamide NCCCCN(C(C1=C(C=C(C=C1)NC=1C=2N(C=CN1)C(=CN2)C2=CC=C(C=C2)OC(F)F)C)=O)C